3-[(5-phenylpyrimidin-2-yl)amino]-N-[2-(pyrrolidin-1-yl)ethyl]benzamide C1(=CC=CC=C1)C=1C=NC(=NC1)NC=1C=C(C(=O)NCCN2CCCC2)C=CC1